4-((4-(2-oxa-6-azaspiro[3.3]heptane-6-carbonyl)phenyl)amino)-2-(2,6-difluorophenyl)-6,7-dihydro-5H-pyrrolo[3,4-d]pyrimidin-5-one C1OCC12CN(C2)C(=O)C2=CC=C(C=C2)NC=2C1=C(N=C(N2)C2=C(C=CC=C2F)F)CNC1=O